S1C2=C(C=C1C(C(=C)C1=CC(=C(C=C1)F)F)=O)C=CC=C2 1-(benzo[b]thiophen-2-yl)-2-(3,4-difluorophenyl)prop-2-en-1-one